1-hexyl-2-octyl-3-vinyl-pyridine chloride salt [Cl-].C(CCCCC)N1C(C(=CC=C1)C=C)CCCCCCCC